C(#N)C=1C(=NC(=C(C1CC)C#N)N1CCC2(COC(N2)=O)CC1)SC(C(=O)N)C1=CC=CC=C1 2-((3,5-dicyano-4-ethyl-6-(2-oxo-3-oxa-1,8-diazaspiro[4.5]decan-8-yl)pyridin-2-yl)thio)-2-phenylacetamide